C1(CC1)CN1CC2=C(CC1)SC(=C2)C=2C=C(C(=C(C2)C(C(=C)C)=O)O)OC 1-(5-(5-(cyclopropylmethyl)-4,5,6,7-tetrahydrothieno[3,2-c]pyridin-2-yl)-2-hydroxy-3-methoxyphenyl)-2-methylprop-2-en-1-one